N-(2-(2-(4-chlorobenzyl)-5-(3,5-difluorobenzyl)-3-oxo-2,3,4,5,6,7-hexahydro-1H-pyrazolo[4,3-c]pyridin-1-yl)ethyl)-1-(hydroxymethyl)cyclopropane-1-carboxamide ClC1=CC=C(CN2N(C3=C(CN(CC3)CC3=CC(=CC(=C3)F)F)C2=O)CCNC(=O)C2(CC2)CO)C=C1